8-bromo-6-chloro-9H-pyrido[3,4-b]indole BrC=1C=C(C=C2C3=C(NC12)C=NC=C3)Cl